(S)-quinuclidin-3-yl (3,3-dimethyl-7-(quinolin-8-yl)chroman-4-yl)carbamate CC1(COC2=CC(=CC=C2C1NC(O[C@@H]1CN2CCC1CC2)=O)C=2C=CC=C1C=CC=NC21)C